C(C)(C)(C)C=1NC(=CC1)C(C)(C)C 2,5-di-tertbutyl-1H-pyrrole